2-dimethoxyphosphoryl-1-[5-isopropyl-7-(2-methoxyethyl)pyrrolo[2,3-b]pyrazin-3-yl]acetaldehyde COP(=O)(OC)CC(=O)C1=CN=C2C(=N1)N(C=C2CCOC)C(C)C